methyl (Z)-2-acetamido-3-phenylacrylate C(C)(=O)N\C(\C(=O)OC)=C/C1=CC=CC=C1